3-(4-methoxyphenyl)-N-(2-(methylthio)pyrimidin-4-yl)isoxazol-5-amine COC1=CC=C(C=C1)C1=NOC(=C1)NC1=NC(=NC=C1)SC